ClC=1C=CC=2N=CN=C(C2N1)NC1=C(C(=C(C=C1)OC(F)F)Cl)F 6-chloro-N-(3-chloro-4-(difluoromethoxy)-2-fluorophenyl)pyrido[3,2-d]pyrimidin-4-amine